C(C)(=O)NC=1N=C2N(N=C(C=C2)C=2C=C(C(=NC2C)OC)C(=O)NCC2=C(C=CC(=C2)OC(F)(F)F)F)C1 5-{2-acetamidoimidazo[1,2-b]pyridazin-6-yl}-N-{[2-fluoro-5-(trifluoromethoxy)phenyl]methyl}-2-methoxy-6-methylpyridine-3-carboxamide